1-(3-((3-(1H-pyrazol-4-yl)-1H-indazol-6-yl)amino)phenyl)-3-(3-morpholinophenyl)urea N1N=CC(=C1)C1=NNC2=CC(=CC=C12)NC=1C=C(C=CC1)NC(=O)NC1=CC(=CC=C1)N1CCOCC1